(S)-1-{(S)-3-Methyl-1-[(4-phenethyl-1-piperidyl)carbonyl]butyl}-3-isobutyl-2-piperazinone CC(C[C@@H](C(=O)N1CCC(CC1)CCC1=CC=CC=C1)N1C([C@@H](NCC1)CC(C)C)=O)C